Cl.C(C1=CC=CC=C1)N1CCC(CC1)N1N=CC=C(C1=O)N1CCCCC1 2-(1-benzylpiperidin-4-yl)-4-(piperidin-1-yl)-2,3-dihydropyridazin-3-one hydrochloride